hydrazinophenylenediamine, hydrobromide Br.N(N)NC1=C(C=CC=C1)N